tert-Butyl 3-bromo-1-(tetrahydro-2H-pyran-4-yl)-1,4,6,7-tetrahydro-5H-pyrazolo[4,3-c]pyridine-5-carboxylate BrC1=NN(C2=C1CN(CC2)C(=O)OC(C)(C)C)C2CCOCC2